CC1=CC=C(C=N1)C(=O)[O-] 6-methyl-pyridine-3-carboxylate